COC(C[C@]1(CCC2=CC=C(C=C12)F)N[S@](=O)C(C)(C)C)=O 2-((S)-1-(((R)-tert-butylsulfinyl)amino)-6-fluoro-2,3-dihydro-1H-inden-1-yl)acetic acid methyl ester